C1(=CC=CC=C1)CC=CN[C@@H](CC1=CC=CC=C1)C(=O)O 3-phenylpropenylphenylalanine